FC(CCCCC)S(=O)(=O)O fluorohexanesulfonic acid